1-(2-dimethylaminoethyl)-5-methoxy-N1-methyl-N4-[4-(1-cyclopropylindol-3-yl)pyrimidin-2-yl]benzene-1,2,4-triamine CN(CCC1(C(C=C(C(=C1)OC)NC1=NC=CC(=N1)C1=CN(C2=CC=CC=C12)C1CC1)N)NC)C